C(C)(C)(C)OC(=O)N1CC(OCC1)CN 2-(aminomethyl)morpholine-4-carboxylic acid tert-butyl ester